1-[2-(4-cyclopropyl-6-methoxy-pyrimidin-5-yl)-7-[[4-[1-methyl-4-(trifluoromethyl)imidazol-2-yl]phenyl]methyl]pyrrolo[3,2-d]pyrimidin-5-yl]ethanone C1(CC1)C1=NC=NC(=C1C=1N=CC2=C(N1)C(=CN2C(C)=O)CC2=CC=C(C=C2)C=2N(C=C(N2)C(F)(F)F)C)OC